C(C)C1=NC(=NN1)NC(=S)NC(C1=CC=CC=C1)=O N-[(5-ethyl-1H-1,2,4-triazol-3-yl)thiocarbamoyl]benzamide